N[C@@H]1C[C@H](N(C1)C(=O)C1=CC2=C(S1)C=CC(=C2)Cl)C=2SC=C(N2)C(=O)N[C@H](C(=O)NC)CCCCNC(=N)N 2-((2S,4R)-4-Amino-1-(5-chlorobenzo[b]thiophen-2-carbonyl)pyrrolidin-2-yl)-N-((S)-6-guanidino-1-(methylamino)-1-oxohexan-2-yl)thiazol-4-carboxamid